5-ethyl-4-[(4R,7S,8S,9S)-14-fluoro-9,16,17-trimethyl-10-oxa-2,12,18,20-tetrazapentacyclo[9.7.1.14,7.02,8.015,19]icosa-1(18),11(19),12,14,16-pentaen-13-yl]-6-methyl-pyridin-2-amine C(C)C=1C(=CC(=NC1C)N)C1=NC=2O[C@H]([C@@H]3[C@@H]4CC[C@H](CN3C3=NC(=C(C(=C1F)C32)C)C)N4)C